2-(7-Bromopyrazolo[1,5-a]pyridin-3-yl)oxazole BrC1=CC=CC=2N1N=CC2C=2OC=CN2